(1S,4S)-4-(8-(2,4-dichloro-6-fluorophenylamino)-2-((3S,4R)-3-fluorotetrahydro-2H-pyran-4-ylamino)-9H-purin-9-yl)cyclohexanecarboxamide ClC1=C(C(=CC(=C1)Cl)F)NC=1N(C2=NC(=NC=C2N1)N[C@H]1[C@@H](COCC1)F)C1CCC(CC1)C(=O)N